C12(CC(C1)C2)N2N=C(C=1C2=NC=NC1N)C1=NOC(=C1C1=NC=C(C=N1)C1CCNCC1)C1CC1 1-(bicyclo[1.1.1]pentan-1-yl)-3-(5-cyclopropyl-4-(5-(piperidin-4-yl)pyrimidin-2-yl)isoxazol-3-yl)-1H-pyrazolo[3,4-d]pyrimidin-4-amine